C(CCCCCCC)C(CCCCCCCC)OC(CCCCCCCOC(=O)[C@H]1N(CC[C@@H](C1)O)CCCCCC(OCCCCCCCCCCC)=O)=O (2s,4s)-4-hydroxy-1-(6-oxo-6-undecoxy-hexyl)piperidine-2-carboxylic acid [8-(1-octylnonyloxy)-8-oxo-octyl] ester